FC(S(=O)(=O)NC(C(F)(F)F)=O)(F)F.C(CCC)[N+]1=CC(=CC=C1)C 1-butyl-3-methylpyridinium (trifluoromethanesulfonyl)trifluoroacetamide salt